octafluoro-3-oxapentanedisulfonate FC(C(OC(C(S(=O)(=O)[O-])(F)F)(F)F)(F)F)(S(=O)(=O)[O-])F